C(C)(=O)OCC1OC(OC1)=O 4-acetoxymethyl-1,3-dioxolane-2-one